N=1N(N=CC1)C(C)(C)C1=NN(C(=C1)NC1=NC=C(C(=N1)NCCOC)C(F)(F)F)C1CC1 N2-(3-(2-(2H-1,2,3-triazole-2-yl)propan-2-yl)-1-cyclopropyl-1H-pyrazol-5-yl)-N4-(2-methoxyethyl)-5-(trifluoromethyl)pyrimidine-2,4-diamine